7-[5-CHLORO-2-(3,3-DIFLUOROCYCLOBUTOXY)PHENYL]-N-[(2,4-DIMETHOXYPHENYL)METHYL]CINNOLIN-4-AMINE ClC=1C=CC(=C(C1)C1=CC=C2C(=CN=NC2=C1)NCC1=C(C=C(C=C1)OC)OC)OC1CC(C1)(F)F